C(C1=CC=CC=C1)OC(=O)C=1C=CC(=[N+](C1)[O-])CN1CCN(CCN(CCN(CC1)CC(=O)O)CC(=O)O)CC(=O)O 5-((benzyloxy)carbonyl)-2-((4,7,10-tris(carboxymethyl)-1,4,7,10-tetraazacyclododecane-1-yl)methyl)pyridine 1-oxide